ClC=1C=C(C=CC1Cl)C=1N(C(=CC(C1C(=O)O)=O)CN1N=CC(=C1C(=O)OCC)C)CC 2-(3,4-dichlorophenyl)-6-[(5-ethoxycarbonyl-4-methyl-pyrazol-1-yl)methyl]-1-ethyl-4-oxo-pyridine-3-carboxylic acid